[Br-].CN(C1=CC=[NH+]C=C1)C 4-(dimethylamino)pyridin-1-ium bromide